C(CCCCCCCCCCC)C(CC)(CCCCCCCCCCCCC)Br 3-dodecyl-3-hexadecyl bromide